C(C)C1=CC=C(C=C1)CCCC/C=C/C1=CC=C2CCC(C2=C1)=O (E)-6-(6-(4-ethylphenyl)hex-1-en-1-yl)-2,3-dihydro-1H-inden-1-one